3-oxabicyclo-[3.1.0]hexane-6-carboxylic acid C12COCC2C1C(=O)O